3-Methyl-5-(N-(2-methyl-5-fluorobenzyl)-N-phenethylsulfamoyl)benzofuran-2-carboxylic acid CC1=C(OC2=C1C=C(C=C2)S(N(CCC2=CC=CC=C2)CC2=C(C=CC(=C2)F)C)(=O)=O)C(=O)O